1-(4-(2-(4-chlorophenyl)-but-3-yn-2-yl)thiazol-2-yl)-3-(2-hydroxypropyl)-urea ClC1=CC=C(C=C1)C(C)(C#C)C=1N=C(SC1)NC(=O)NCC(C)O